N[C@@H]1[C@@H](OCC12CCN(CC2)C=2C(=NC(=C(N2)C)SC2=C(C(=NC=C2)NC2CC2)Cl)CO)C {3-[(3S,4S)-4-amino-3-methyl-2-oxa-8-azaspiro[4.5]dec-8-yl]-6-{[3-chloro-2-(cyclopropylamino)pyridin-4-yl]mercapto}-5-methylpyrazin-2-yl}methanol